[I-].C(C)(C)(C)C1=CC=C(N)C=C1 4-t-butylaniline iodide